1-benzyl-4-(2-chloro-2,2-difluoro-ethyl)imidazolidin-2-one C(C1=CC=CC=C1)N1C(NC(C1)CC(F)(F)Cl)=O